COC([C@@H](C1=CC=CC=C1)N1N=C2C=C(C=CC2=C1)OC)=O.C(C1=CC=CC=C1)OC1=CC=C(C=C1)C=1SC=C(N1)C(=O)NCCN1CCCCC1 |r| (4-(benzyloxy)phenyl)-N-(2-(piperidine-1-yl)ethyl)thiazole-4-formamide Methyl-(2RS)-2-(6-methoxyindazol-2-yl)-2-phenyl-acetate